(1-methyl-3-azetidinyl)(6-(2-methyl-2H-pyrazolo[3,4-b]pyridin-5-yl)thieno[2,3-b]pyridin-2-yl)methanol CN1CC(C1)C(O)C1=CC=2C(=NC(=CC2)C2=CC=3C(N=C2)=NN(C3)C)S1